methyl (2S)-2-[(3-{3-[(formyloxy)methyl]phenyl}-1-oxa-3,8-diazaspiro[4.5]decan-8-yl)carbonyl(methyl)amino]-3-methylbutanoate C(=O)OCC=1C=C(C=CC1)N1COC2(C1)CCN(CC2)C(=O)N([C@H](C(=O)OC)C(C)C)C